tert-Butyl 1-methyl-2-azabicyclo[2.1.1]hexane-2-carboxylate CC12N(CC(C1)C2)C(=O)OC(C)(C)C